6-[4-(aminomethyl)-4-methylcyclohex-1-en-1-yl]-3-(2,3-dichlorophenyl)-2-methyl-3,4-dihydropyrimidin-4-one NCC1(CC=C(CC1)C1=CC(N(C(=N1)C)C1=C(C(=CC=C1)Cl)Cl)=O)C